C(=O)(OC(C)(C)C)N[C@@H](C)C(=O)O (l)-N-Boc-L-alanine